OCC1CN(C(C=2N1N=CC2C)=O)C2=C(C=C(C=C2)C2=NC1=CC=C(C=C1C=N2)C(F)(F)F)C 7-(Hydroxymethyl)-3-methyl-5-(2-methyl-4-(6-(trifluoromethyl)-quinazolin-2-yl)phenyl)-6,7-dihydropyrazolo[1,5-a]pyrazin-4(5H)-one